CC1=NN(C(=C1)C)C(=O)N 3,5-dimethylpyrazole-1-carboxylic acid amide